N,N-(1,2-dihydroxyethylene)bisacrylamide C=CC(=O)NC(C(NC(=O)C=C)O)O